C(C1=CC=CC=C1)OC1C(CC1)(C(=O)O)C1=CC(=NC(=C1)Cl)Cl (benzyloxy)-1-(2,6-dichloropyridin-4-yl)cyclobutane-1-carboxylic acid